ClC=1C=C(C=C(C1CC1=CC(=C(C=C1)O)C(C)C)Cl)SCC(=O)N1CCCC1 2-((3,5-dichloro-4-(4-hydroxy-3-isopropylbenzyl)phenyl)thio)-1-(pyrrolidin-1-yl)ethan-1-one